N[C@H]1CCCC[C@@H]2N(C1=O)[C@@H](CC2)C(=O)N2C1(CC1)C(N(C2=O)C=2C=NC(=CC2)C(F)(F)F)=O 4-((3S,6S,10aS)-6-amino-5-oxodecahydropyrrolo[1,2-a]azocine-3-carbonyl)-6-(6-(trifluoromethyl)pyridin-3-yl)-4,6-diazaspiro[2.4]heptane-5,7-dione